6-Bromo-2-phenylimidazo[1,2-a]pyrazine BrC=1N=CC=2N(C1)C=C(N2)C2=CC=CC=C2